OC1=CC=C(C=C1)S(=O)(=O)C1CC(C1)=O 3-(4-hydroxybenzenesulfonyl)cyclobutan-1-one